C(C)N(C(=O)C1CN(C2CN3C4=C(C2=C1)C=CC=C4C=C3)C)CC N,N-diethyl-8-methyl-7a,8,9,10-tetrahydro-7H-indolo[7,1-fg][1,7]naphthyridine-10-carboxamide